2-((2-(3,4-dimethoxyphenyl)-3-isopropyl-1H-indol-5-yl)oxy)-N-(3-hydroxy-3-methylbutyl)acetamide COC=1C=C(C=CC1OC)C=1NC2=CC=C(C=C2C1C(C)C)OCC(=O)NCCC(C)(C)O